4-(phenoxymethyl)cyclohexane-1-one O(C1=CC=CC=C1)CC1CCC(CC1)=O